bis(diethylamino)(tert-butylimino)(cyclopentadienyl)niobium C(C)N(CC)[Nb](C1C=CC=C1)(=NC(C)(C)C)N(CC)CC